C(C=1C(O)=CC=CC1)=NCC(C)N=CC=1C(O)=CC=CC1 N,N'-bissalicylidene-1,2-propanediamine